trans-methyl 4-(4-((2R,3R)-3-(2-oxabicyclo[2.2.2]octan-4-ylmethoxy)-2-aminobutoxy)cyclohexyl)benzoate C12OCC(CC1)(CC2)CO[C@@H]([C@@H](CO[C@@H]2CC[C@H](CC2)C2=CC=C(C(=O)OC)C=C2)N)C